ClC1=CC=C(C=C1)N1C2=NC(=NC(=C2N=C1C=1C=NC(=CC1)C#N)N1CCC(CC1)(C(=O)N)OCC)N1[C@@H](CCC1)CO 1-[9-(4-chlorophenyl)-8-(6-cyano-3-pyridyl)-2-[(2S)-2-(hydroxymethyl)pyrrolidin-1-yl]purin-6-yl]-4-ethoxy-piperidine-4-carboxamide